N-(2-(((2-bromopyridin-4-yl)amino)methyl)-6-cyclopropylimidazo[1,2-a]pyridin-8-yl)methanesulfonamide BrC1=NC=CC(=C1)NCC=1N=C2N(C=C(C=C2NS(=O)(=O)C)C2CC2)C1